FC1=C(C=C(C=C1)N1C(=C(C2=C1C=C1C=NNC1=C2)CCC(=O)O)C(C)C)OC 3-[5-(4-fluoro-3-methoxy-phenyl)-6-isopropyl-1H-pyrrolo[2,3-f]indazol-7-yl]propanoic acid